C(CCCCCCC)(=O)N[C@@H](CCC(=O)[O-])C(=O)[O-].[Na+].N[C@@H](CCC(=O)O)C(=O)OC(C=CCCCCCCCC)=O.[K+] potassium undecenoyl glutamate sodium octanoyl-glutamate